CC1=CSC2=C1N=C(N=C2)C2=NC=CC=C2 7-Methyl-2-(pyridin-2-yl)thieno[3,2-d]pyrimidin